6-amino-3-(2-chloro-5-fluorophenyl)-2-(4-methoxybenzyl)-7-methyl-4-nitroisoindol-1-one NC1=CC(=C2C(N(C(C2=C1C)=O)CC1=CC=C(C=C1)OC)C1=C(C=CC(=C1)F)Cl)[N+](=O)[O-]